BrC1=C(C=C(C=C1)[C@H](C)N[S@](=O)C(C)(C)C)OC (R)-N-((S)-1-(4-bromo-3-methoxyphenyl)ethyl)-2-methylpropane-2-sulfinamide